NC1=C(C=2C(=NC=C(C2)Cl)N1C1=C(C(=CC=C1C)OC)C)C#N 2-amino-5-chloro-1-(3-methoxy-2,6-dimethyl-phenyl)pyrrolo[2,3-b]pyridine-3-carbonitrile